(S)-N-(5-(3-hydroxypyrrolidin-1-yl)-2-morpholinooxazolo[4,5-b]pyridin-6-yl)-5-(2-methylpyridin-4-yl)furan-2-carboxamide O[C@@H]1CN(CC1)C1=C(C=C2C(=N1)N=C(O2)N2CCOCC2)NC(=O)C=2OC(=CC2)C2=CC(=NC=C2)C